(S)-2-oxo-3-phenyloxazolidine-5-carboxylic acid O=C1O[C@@H](CN1C1=CC=CC=C1)C(=O)O